dimethylbutane-1,2-diamine CC(C(CC)N)(N)C